ClC=1C=C(C#N)C=C(C1)O 3-Chloro-5-hydroxybenzonitrile